5-chloro-6-(2-oxo-4-(4-(trifluoromethyl)benzo[d]isoxazol-3-yl)piperazin-1-yl)nicotinic acid ClC=1C(=NC=C(C(=O)O)C1)N1C(CN(CC1)C1=NOC2=C1C(=CC=C2)C(F)(F)F)=O